[Mn+2].ClC1(N2CCN(CCCN(CCN(CC1)CC1=CC=CC=C1)CC2)CC2=CC=CC=C2)Cl Dichloro-5,12-dibenzyl-1,5,8,12-tetraazabicyclo[6.6.2]hexadecane Manganese(II)